CC1=C(C=CC(=C1)C)C(CNC(=O)C1=C(N=NC(=C1)I)OC1=CC(=CC=C1)C(F)(F)F)(F)F N-[2-(2,4-dimethylphenyl)-2,2-difluoro-ethyl]-6-iodo-3-[3-(trifluoro-methyl)phenoxy]pyridazine-4-carboxamide